FC(=CC1=C(C=C(C=C[N+](=O)[O-])C=C1OC)OC)F 4-(2,2-Difluorovinyl)-3,5-dimethoxy-β-nitrostyrene